ClC(=O)C=1C=C2C=CC=C(C2=CC1)C(=O)OC methyl 6-(chlorocarbonyl)-1-naphthoate